3,4-Difluoro-2-((2-fluoro-4-iodophenyl)amino)-6-(pyridin-4-yl)benzoic acid FC=1C(=C(C(=O)O)C(=CC1F)C1=CC=NC=C1)NC1=C(C=C(C=C1)I)F